C(C)NC(CN(C1=C(C=CC=C1)C=O)CC)=O N-ETHYL-2-[ETHYL(2-FORMYLPHENYL)AMINO]ACETAMIDE